N-[2-(3,3-difluoropyrrolidin-1-yl)-4-(1H-imidazol-4-yl)-3-pyridyl]-2-isopropyl-pyrimidine-5-carboxamide FC1(CN(CC1)C1=NC=CC(=C1NC(=O)C=1C=NC(=NC1)C(C)C)C=1N=CNC1)F